(1R,5S)-N-(2-amino-2-oxoethyl)-3-(8-fluoro-7-(3-hydroxynaphthalen-1-yl)-2-((1-methylpyrrolidin-2-yl)methoxy)quinazolin-4-yl)-3,8-diazabicyclo[3.2.1]octane-8-carboxamide NC(CNC(=O)N1[C@H]2CN(C[C@@H]1CC2)C2=NC(=NC1=C(C(=CC=C21)C2=CC(=CC1=CC=CC=C21)O)F)OCC2N(CCC2)C)=O